CSCCCCC(C(=O)O)NO The molecule is an N-hydroxy-alpha-amino acid bearing a 5-thiahexyl substituent at the 2-position. It derives from a dihomomethionine. It is a conjugate acid of a N-hydroxydihomomethioninate.